6'-chloro-2-(hydroxymethyl)-2'-methyl-1',2'-dihydro-3'H-spiro[cyclopropane-1,4'-isoquinoline]-3'-one ClC=1C=C2C3(C(N(CC2=CC1)C)=O)C(C3)CO